N1=CN=C2NCNC2=C1 8,9-dihydro-7H-purine